C(C1=CC=CC=C1)SC1=NC(=NS1)C1=CC=CC=C1 5-Benzylthio-3-phenyl-1,2,4-thiadiazole